[Si](C)(C)(C(C)(C)C)OC[C@@H]1N([C@H](C2=CC=CC(=C2C1)[C@H]1[C@H](C1)CC(C)(C)O)C)C(CC1=C(C=CC=C1Cl)Cl)=O 1-[(1S,3R)-3-[[tert-Butyl(dimethyl)silyl]oxymethyl]-5-[cis-2-(2-hydroxy-2-methylpropyl)cyclopropyl]-1-methyl-3,4-dihydro-1H-isoquinolin-2-yl]-2-(2,6-dichlorophenyl)ethanone